2-({4-[3-(2-ethylphenyl)-1H-pyrrolo[3,2-b]pyridin-2-yl]pyridin-3-yl}oxy)-N-methylethan-1-amine C(C)C1=C(C=CC=C1)C1=C(NC=2C1=NC=CC2)C2=C(C=NC=C2)OCCNC